N-(9,9-diphenylfluoren-2-yl)-N-(6-phenylbiphenyl-3-yl)amine C1(=CC=CC=C1)C1(C2=CC=CC=C2C=2C=CC(=CC12)NC=1C=C(C(=CC1)C1=CC=CC=C1)C1=CC=CC=C1)C1=CC=CC=C1